diethyl ((((1S,4R)-4-(6-chloro-9H-purin-9-yl)-1-ethynylcyclopent-2-en-1-yl)oxy)methyl)phosphonate ClC1=C2N=CN(C2=NC=N1)[C@H]1C=C[C@@](C1)(C#C)OCP(OCC)(OCC)=O